4-(4-cyano-2,3-dihydrobenzofuran-7-yl)-5-cyclopentoxy-2,8-dimethyl-1,4-dihydro-1,6-naphthyridine-3-carboxylic acid C(#N)C1=CC=C(C2=C1CCO2)C2C(=C(NC1=C(C=NC(=C21)OC2CCCC2)C)C)C(=O)O